N-[1-[9-[(4-methoxyphenyl)methyl]-2-[6-trifluoromethyl-pyridin-2-yl]purin-6-yl]pyrrolo[3,2-c]pyridin-4-yl]acetamide COC1=CC=C(C=C1)CN1C2=NC(=NC(=C2N=C1)N1C=CC=2C(=NC=CC21)NC(C)=O)C2=NC(=CC=C2)C(F)(F)F